ClC1=CC=C(C[C@H](N)C(=O)C(C(=O)O)CC2=CC=C(C=C2)OCC2=CC=CC=C2)C=C1 2-[(4-chloro)-phenylalanyl]-3-(4-benzyloxyphenyl)-propionic acid